2-propylamino-1,3-dichloropropane C(CC)NC(CCl)CCl